FC(C1=NC(=CC=C1N1C[C@H](CCC1)CC(=O)OCC)C=1N=NN(C1COS(=O)(=O)C)C)F ethyl (R)-2-(1-(2-(difluoromethyl)-6-(1-methyl-5-(((methylsulfonyl)oxy)methyl)-1H-1,2,3-triazol-4-yl)pyridin-3-yl)piperidin-3-yl)acetate